4-(4-Chlorophenoxy)-2-(trifluoromethyl)benzoic acid ethyl ester C(C)OC(C1=C(C=C(C=C1)OC1=CC=C(C=C1)Cl)C(F)(F)F)=O